7-methoxy-4-(1-methyl-3-phenyl-1H-pyrazol-4-yl)quinazolin-6-yl (2R,6R)-2,6-dimethylpiperazine-1-carboxylate C[C@H]1N([C@@H](CNC1)C)C(=O)OC=1C=C2C(=NC=NC2=CC1OC)C=1C(=NN(C1)C)C1=CC=CC=C1